tert-butyl 4-(3-((3-(2,6-bis(benzyloxy)pyridin-3-yl)-1-methyl-1H-indazol-6-yl)oxy)propyl)piperazine-1-carboxylate C(C1=CC=CC=C1)OC1=NC(=CC=C1C1=NN(C2=CC(=CC=C12)OCCCN1CCN(CC1)C(=O)OC(C)(C)C)C)OCC1=CC=CC=C1